N1C(=NC2=C1C=CC=C2)N2C(C=CC=C2)C(=O)C2NCC1C2CN(C1)C=1C=C(C=C(C1)C=O)C=1N=C2N(C=CC=C2)C1 5-(6-(1-(1H-benzo[d]imidazol-2-yl)picolinoyl)hexahydropyrrolo[3,4-c]pyrrol-2(1H)-yl)(3-(imidazo[1,2-a]pyridin-2-yl)phenyl)methanone